COC1=CC2=C(C=C(O2)C2=CC=C(C=C2)CCCO)C=C1 3-[4-(6-methoxy-benzofuran-2-yl)-phenyl]Propan-1-ol